C(C=C)C=1C=CC(=C(C1)C1=NOC(=C1)CN1CCN(CC1)C)OC 3-(5-allyl-2-methoxyphenyl)-5-((4-methylpiperazine-1-yl)methyl)isoxazole